[C@@H]12OC[C@@H](N(C1)C1=C(C=C(C(=C1)OC)NC1=NC=NC(=C1)N1OCC[C@@H]1C1=C(C=C(C=C1)F)F)NC(C=C)=O)C2 N-(2-((1S,4S)-2-oxa-5-azabicyclo[2.2.1]heptane-5-yl)-5-((6-((R)-3-(2,4-difluorophenyl)isoxazolidine-2-yl)pyrimidine-4-yl)amino)-4-methoxyphenyl)acrylamide